OC(CN1CCC(CC1)NC(OC(C)(C)C)=O)CC1=CC=CC=C1 tert-butyl (1-(2-Hydroxy-3-phenylpropyl)piperidin-4-yl)carbamate